tert-butyl 4-hydroxy-8-azaspiro[4.5]decane-8-carboxylate OC1CCCC12CCN(CC2)C(=O)OC(C)(C)C